(Z)-3-fluoro-4-(2-isopropyl-4-(4-(morpholinesulfonyl)phenyl)-1H-benzo[d]imidazol-1-yl)but-2-en-1-amine F\C(=C/CN)\CN1C(=NC2=C1C=CC=C2C2=CC=C(C=C2)S(=O)(=O)N2CCOCC2)C(C)C